ClC=1C=C(C=NC1N1N=CC=N1)NC(=O)C1OC(C(C1=CN(C)C)=O)(C)C N-(5-chloro-6-(2H-1,2,3-triazol-2-yl)pyridin-3-yl)-3-((dimethylamino)methylene)-5,5-dimethyl-4-oxotetrahydrofuran-2-carboxamide